2-(4-(1-benzoylazetidine-3-carbonyl)-1-methyl-10-oxo-1,4,9-triazaspiro-[5.6]dodecan-9-yl)acetic acid C(C1=CC=CC=C1)(=O)N1CC(C1)C(=O)N1CCN(C2(C1)CCN(C(CC2)=O)CC(=O)O)C